7-(3-(8-methoxy-1,3,4,9-tetrahydro-2H-pyrido[3,4-b]indol-2-yl)propoxy)quinolin-2(1H)-one COC=1C=CC=C2C3=C(NC12)CN(CC3)CCCOC3=CC=C1C=CC(NC1=C3)=O